O[C@@H](CNC(C)C)C=1C=C(C(=CC1)O)O |r| (RS)-4-[1-hydroxy-2-(isopropylamino)ethyl]benzene-1,2-diol